dimethyl (2-cyclopropyl-2-(3-((3-((diisopropylamino)methyl)-4-(5-fluoro-2-methoxypyridin-4-yl)benzyl)oxy)phenyl)ethyl)phosphonate C1(CC1)C(CP(OC)(OC)=O)C1=CC(=CC=C1)OCC1=CC(=C(C=C1)C1=CC(=NC=C1F)OC)CN(C(C)C)C(C)C